C(C)(C)(C)OC(=O)N[C@H](CO)CC1=CC=CC=C1 (S)-(-)-2-(t-butoxycarbonylamino)-3-phenylpropanol